CC(CN)C(CCN)(C)C 2,3,3-trimethylpentane-1,5-diamine